4-(4-fluorophenyl)-1-(6-(pyrimidin-5-yl)pyrazin-2-yl)piperidin-4-ol FC1=CC=C(C=C1)C1(CCN(CC1)C1=NC(=CN=C1)C=1C=NC=NC1)O